C(C)(=O)[O-].[Cu+].C(CCC)P(CCCC)CCCC.C(CCC)P(CCCC)CCCC bis(tri-n-butylphosphine) copper (I) acetate